1-[3-[[2-Fluoro-4-(trifluoromethyl)phenyl]methoxy]azetidin-1-yl]-4-(1H-triazol-5-yl)butan-1-one FC1=C(C=CC(=C1)C(F)(F)F)COC1CN(C1)C(CCCC1=CN=NN1)=O